6-(4-(4-(dimethoxymethyl)piperidin-1-yl)phenyl)-1-fluoro-7-isopropyl-3-(tetrahydro-2H-pyran-2-yl)-3,8,9,10-tetrahydrocyclohepta[e]indazole COC(C1CCN(CC1)C1=CC=C(C=C1)C1=C(CCCC=2C=3C(=NN(C3C=CC21)C2OCCCC2)F)C(C)C)OC